F[C@@H]1C[C@H](C1)C1=NC=CC=C1C(=O)N (trans-3-fluorocyclobutyl)pyridine-3-carboxamide